C(C)(C)(C)OC(N[C@H](C)C1=C(C=CC(=C1)F)OCCCCNC1=C(C=NC2=CC=C(C=C12)Br)[N+](=O)[O-])=O (R)-1-(2-(4-(6-bromo-3-nitroquinolin-4-ylamino)butoxy)-5-fluorophenyl)ethylcarbamic acid tert-butyl ester